(6R,Z)-6,10-dimethylundeca-2,9-dien-4-ol C[C@@H](CC(\C=C/C)O)CCC=C(C)C